tert-Butyl 3-(4-(2-methoxy-2-oxoethoxy)-7-(thiazol-2-yl)benzo[d]oxazol-2-yl)-3,8-diazabicyclo[3.2.1]octane-8-carboxylate COC(COC1=CC=C(C2=C1N=C(O2)N2CC1CCC(C2)N1C(=O)OC(C)(C)C)C=1SC=CN1)=O